BrC1N(C2=C(COC1)C=CC=C2)C2=NC=1N(C3=CC=CC(=C23)F)C(=NN1)C bromo-1-(6-fluoro-1-methyl-[1,2,4]triazolo[4,3-a]quinazolin-5-yl)-3,5-dihydro-2H-4,1-benzoxazepine